1-(7-(8-ethyl-7-fluoro-3-hydroxynaphthalen-1-yl)-8-fluoro-2-(((2r,7as)-2-fluorohexahydro-1H-pyrrolizin-7a-yl)methoxy)pyrido[4,3-d]pyrimidin-4-yl)azepan-4-ol C(C)C=1C(=CC=C2C=C(C=C(C12)C1=C(C=2N=C(N=C(C2C=N1)N1CCC(CCC1)O)OC[C@]12CCCN2C[C@@H](C1)F)F)O)F